IC1=CC=C(C=2N=C(SC21)NC(C2=CC=CC=C2)=O)OC N-(7-iodo-4-methoxy-1,3-benzothiazol-2-yl)benzamide